3-[(1S)-1-(5-fluoro-3-methyl-1-benzofuran-2-yl)-2-methylpropyl]-1-[2-(thiomorpholin-4-yl)pyrimidin-5-yl]Urea FC=1C=CC2=C(C(=C(O2)[C@H](C(C)C)NC(NC=2C=NC(=NC2)N2CCSCC2)=O)C)C1